Cl.Cl.CC1=NC(=C(C2=C1CNC2)C)C 4,6,7-Trimethyl-2,3-dihydro-1H-pyrrolo[3,4-c]pyridine, dihydrochloride salt